3-chloro-4-fluoro-11-(hydroxymethyl)-10-(4-methoxybenzyl)-9,10,11,12-tetrahydro-7H-pyrazino[1',2':4,5]pyrazino[2,3-c][1,6]naphthyridin-8(8aH)-one ClC1=NC=C2C3=C(C=NC2=C1F)NC(C1N3CC(N(C1)CC1=CC=C(C=C1)OC)CO)=O